OC1=CC(C=CO1)=O 6-hydroxypyran-4-one